1-(4-chlorophenylmethyl)pseudouridine ClC1=CC=C(C=C1)CN1C=C([C@H]2[C@H](O)[C@H](O)[C@@H](CO)O2)C(NC1=O)=O